(R)-2-(4-cyano-2-methoxyphenoxy)-5-(1,3-dimethyl-1H-pyrazol-4-yl)-4-methyl-N-(3-(S-methylamino-sulfinyl)phenyl)nicotinamide C(#N)C1=CC(=C(OC2=C(C(=O)NC3=CC(=CC=C3)[S@@](=O)NC)C(=C(C=N2)C=2C(=NN(C2)C)C)C)C=C1)OC